rac-3-methyl-tetrahydro-2H-pyran-4-amine, Hydrochloride Cl.CC1COCCC1N